C(=O)(OCC1C2=CC=CC=C2C2=CC=CC=C12)N[C@@H](CC1=CC=CC=C1)C(=O)O Fmoc-L-Phenylalanine